5-(5-(4-chlorophenyl)-1-(2,4-dichlorophenyl)-4-methyl-1H-pyrazole-3-carboxamido)-2-fluorobenzoic acid ClC1=CC=C(C=C1)C1=C(C(=NN1C1=C(C=C(C=C1)Cl)Cl)C(=O)NC=1C=CC(=C(C(=O)O)C1)F)C